pyrimido[5,4-b][1,4]benzothiazin-2(3H)-one N1C(NC=C2SC3=C(N=C21)C=CC=C3)=O